O[C@@H]1[C@H](OC(C2=C(C(=CC=C12)C(=O)N[C@H](C(=O)O)CC1=CC=CC=C1)O)=O)C (2S)-2-[[(3R,4S)-4,8-dihydroxy-3-methyl-1-oxo-3,4-dihydroisochromene-7-carbonyl]amino]-3-phenylpropionic acid